[Si](C)(C)(C(C)(C)C)OCC1=C[C@H]([C@H]2[C@@H]1OC(O2)(C)C)N2N=CC=1C2=NC=NC1N 1-((3aS,4R,6aR)-6-(((tert-Butyldimethylsilyl)oxy)methyl)-2,2-dimethyl-3a,6a-dihydro-4H-cyclopenta[d][1,3]dioxol-4-yl)-1H-pyrazolo[3,4-d]pyrimidin-4-amine